bis(acetyl)dicyclohexylphosphine palladium (II) [Pd+2].C(C)(=O)C1(CCC(CC1)PC1CCCCC1)C(C)=O